ClC=1C(=C(C=CC1)C1=C(C=2N=C(N=C(C2C=N1)N1C[C@H]2CC[C@@H](C1)N2C(=O)OC(C)(C)C)OCC21CCCN1CCC2)F)C2CC2 tert-butyl (1R,5S)-3-(7-(3-chloro-2-cyclopropylphenyl)-8-fluoro-2-((tetrahydro-1H-pyrrolizin-7a(5H)-yl)methoxy)pyrido[4,3-d]pyrimidin-4-yl)-3,8-diazabicyclo[3.2.1]octane-8-carboxylate